C(C)(C)CC(=O)O.ClCCl dichloromethane (isopropyl acetate)